bisoxazaphospholane phosphoramidite P(O)(O)N.O1NPCC1.O1NPCC1